6-(2,6-dichlorophenyl)-2-((4-(4-hydroxy-1-methylpiperidin-4-yl)-3-methylphenyl)amino)-8,9-dihydroimidazo[1,2-a]pyrimido[5,4-e]pyrimidin-5(6H)-one ClC1=C(C(=CC=C1)Cl)N1C=2N(C3=C(C1=O)C=NC(=N3)NC3=CC(=C(C=C3)C3(CCN(CC3)C)O)C)CCN2